C(C)(=O)OC1=C(C=CC=C1)C(NC=1SC(=CN1)[N+](=O)[O-])=O [2-[(5-nitro-1,3-thiazol-2-yl)carbamoyl]phenyl] acetate